N-[4-[4-(2-aminoacetyl)piperazine-1-carbonyl]-3-chloro-phenyl]-5-(2,3-difluoro-4-methoxy-phenyl)-1-methyl-imidazole-2-carboxamide formate C(=O)O.NCC(=O)N1CCN(CC1)C(=O)C1=C(C=C(C=C1)NC(=O)C=1N(C(=CN1)C1=C(C(=C(C=C1)OC)F)F)C)Cl